1-(2-chloroethyl)-8-nitro-2,3-dihydro-1H-imidazo[1,2-a]pyridin-4-ium ClCCN1CC[N+]2=C1C(=CC=C2)[N+](=O)[O-]